5-(2,6-dichloro-benzyloxy)-[3,4']bipyridinyl-6-ylamine ClC1=C(COC=2C=C(C=NC2N)C2=CC=NC=C2)C(=CC=C1)Cl